C(C1=CC=CC=C1)C=1N(C=2C(=C3CC[C@@H](N(C3=CC2)C(=O)OC)C)N1)[C@@H]1CC(CCC1)(C)C (1S,4S)-4-[(7S)-2-Benzyl-6-(methoxycarbonyl)-7-methyl-3H,6H,7H,8H,9H-imidazo[4,5-f]chinolin-3-yl]-2,2-dimethylcyclohexan